OC[C@@H](CC(=O)N[C@@H](C)C1=CC=CC=C1)CCC (3R)-3-(Hydroxymethyl)-N-[(1S)-1-Phenylethyl]hexanamide